IC=1C=CC(=NC1)OCC1(CCCC1)N 1-(((5-Iodopyridin-2-yl)oxy)methyl)cyclopentan-1-amine